4-((4-(1-Isopropyl-1H-pyrazol-4-yl)pyridin-2-yl)((4-(4-methoxy-3-methylphenyl)bicyclo[2.2.2]octan-1-yl)methyl)carbamoyl)cyclohexyl trans-(1-hydroxy-2-methylpropan-2-yl)carbamate OCC(C)(C)NC(OC1CCC(CC1)C(N(CC12CCC(CC1)(CC2)C2=CC(=C(C=C2)OC)C)C2=NC=CC(=C2)C=2C=NN(C2)C(C)C)=O)=O